C(C1=CC=CC=C1)OC(=O)NC1CCC2=CC=C(C=C12)C[C@H](C(=O)O)[C@@H]1CN(CC1)C(=O)OC(C)(C)C (2S)-3-(3-(((benzyloxy)carbonyl)amino)-2,3-dihydro-1H-inden-5-yl)-2-((R)-1-(tert-butoxycarbonyl)pyrrolidin-3-yl)propanoic acid